FC=1C(=C(C=C(C1)C(C)(C)CC)C(C(=O)O)N1C[C@@H](CC1)OCCCCCC1=NC=2NCCCC2C(=C1)OC)OC 2-(3-fluoro-2-methoxy-5-(tert-pentyl)phenyl)-2-((R)-3-((5-(4-methoxy-5,6,7,8-tetrahydro-1,8-naphthyridin-2-yl)pentyl)oxy)pyrrolidin-1-yl)acetic acid